5-{2-oxa-5-azaspiro[3.5]nonan-5-yl}pentanamide C1OCC12N(CCCC2)CCCCC(=O)N